C(C)(C)(C)C1=CC=C(C=C1)C1(CCC(CC1)N)N 1-(4-(tert-butyl)phenyl)cyclohexane-1,4-diamine